1-chloropyrido[3,4-d]pyridazin-4-amine ClC1=C2C(=C(N=N1)N)C=NC=C2